C(=O)(O)[C@H](CC(=O)C1=CC2=C(S1)C=C(C(=C2)CCOC2=CC1=C(SC(=C1)C(C[C@@H](C(=O)O)C)=O)C=C2OC)OC)C (S)-4-(5-(2-(2-((S)-3-carboxybutanoyl)-6-methoxybenzo[b]thiophen-5-yl)ethoxy)-6-methoxybenzo[b]thiophen-2-yl)-2-methyl-4-oxobutanoic acid